CNCCC1=CNC=N1 N-Methyl-Histamine